NCC=1C2=C(C(NN1)=O)C(=NC(=C2)C=2C=NN(C2C2=C(C=C1C(CC3(CC3)OC1=C2C#N)=O)F)C)NC([2H])([2H])[2H] 7-(4-(1-(aminomethyl)-5-((methyl-d3)amino)-4-oxo-3,4-dihydropyrido[3,4-d]Pyridazin-7-yl)-1-methyl-1H-pyrazol-5-yl)-6-fluoro-4-oxospiro[chromane-2,1'-cyclopropane]-8-nitrile